C[C@H]([C@H]1CC[C@@H]2[C@@]1(CC[C@H]3[C@H]2CC[C@@H]4[C@@]3(CCC(C4)OS(=O)(=O)[O-])C)C)OS(=O)(=O)[O-] The molecule is a 5alpha-pregnane-3,20beta-diol disulfate anion obtained by deprotonation of both sulfo groups of 5alpha-pregnane-3,20beta-diol disulfate. It is a conjugate base of a 5alpha-pregnane-3,20beta-diol disulfate.